(S)-2-(3-(dimethylamino)pyrrolidin-1-yl)nicotinonitrile CN([C@@H]1CN(CC1)C1=C(C#N)C=CC=N1)C